7-(3-Chloro-1H-pyrazol-4-yl)-3-(3-methoxybenzyl)quinazolin-4(3H)-one ClC1=NNC=C1C1=CC=C2C(N(C=NC2=C1)CC1=CC(=CC=C1)OC)=O